FC(S(=O)(=O)N)(F)F trifluoromethanesulfonamide